4-fluoro-2'-hydroxy-4'-methoxy-3'-dimethylaminomethyl-chalcone FC1=CC=C(C=C1)\C=C\C(=O)C1=C(C(=C(C=C1)OC)CN(C)C)O